CC(C(=O)OC(COC1CCCCC1)COC(NCCCCCCNC(OCC(COC1CCCCC1)OC(C(=C)C)=O)=O)=O)=C.CC1=NC=C(C=N1)C(C)O 1-(2-Methylpyrimidin-5-yl)ethanol 1,18-bis(cyclohexyloxy)-5,14-dioxo-4,15-dioxa-6,13-diazaoctadecane-2,17-diyl bis(2-methylacrylate)